COS(=O)(=O)C1=C(C=C(C=C1)C)[C@@H]1OCCC1 (R)-(tetrahydrofuran-2-yl)-4-methylbenzenesulfonic acid methyl ester